Cl.NC1(C(C(CCC1)O)=O)C1=CC(=CC=C1)OC(F)(F)F 2-amino-6-hydroxy-2-(3-trifluoromethoxyphenyl)cyclohexan-1-one hydrochloride